Cl.ClCCOCCN 2-(2-chloroethoxy)-ethylamine hydrochloride